C(C)OC(=O)C1=C(SC=C1C)NC(=O)NC1CC(C1)C(=O)OCC 2-(3-((1S,3S)-3-(ethoxycarbonyl)cyclobutyl)ureido)-4-methylthiophene-3-carboxylic acid ethyl ester